C(C)(C)(C)OC(=O)C1CCN(CC1)C1OCC1C=1C=C2C(N(C(C2=CC1)=O)C1C(NC(CC1)=O)=O)=O 1-[3-[2-(2,6-dioxo-3-piperidyl)-1,3-dioxoisoindolin-5-yl]oxetanyl]piperidine-4-carboxylic acid tert-butyl ester